tert-Butyl (3-hydroxycyclohexyl)carbamate OC1CC(CCC1)NC(OC(C)(C)C)=O